tert-Butyl 7-(2-Oxo-3H-1,3-benzoxazol-6-yl)-2,7-diazaspiro[3.5]nonane-2-carboxylate O=C1OC2=C(N1)C=CC(=C2)N2CCC1(CN(C1)C(=O)OC(C)(C)C)CC2